CC1=CC=C(O1)CNC(C1=CC=C(C=C1)NC=1N=NC(=CC1)C1=CC=CC=C1)=O N-[(5-methylfuran-2-yl)methyl]-4-[(6-phenylpyridazin-3-yl)amino]benzamide